ClC=1C=C2C=C(NC2=CC1OCC1=CC(=NO1)C)CNC(=O)C1(OCCC1)CO N-((5-chloro-6-((3-methylisoxazol-5-yl)methoxy)-1H-indol-2-yl)methyl)-2-(hydroxymethyl)tetrahydrofuran-2-carboxamide